di-tert-butyl 2-chloro-6a-(fluoromethyl)-6-oxo-6a,7,9,10-tetrahydro-5H-pyrazino[1',2':4,5]pyrazino[2,3-c]pyridazine-5,8(6H)-dicarboxylate ClC=1C=C2C(=NN1)N(C(C1(N2CCN(C1)C(=O)OC(C)(C)C)CF)=O)C(=O)OC(C)(C)C